OC1(CN(C1)C=1C=C2C(=CC=NC2=CC1)C(=O)O)C 6-(3-hydroxy-3-methylazetidin-1-yl)quinoline-4-carboxylic acid